C(C)(=O)OC([C@H](O)C1=CC=CC=C1)=O O-acetyl-D-mandelic acid